The molecule is a sulfonamide, a member of thiadiazoles and a monocarboxylic acid amide. It has a role as a diuretic, an anticonvulsant and an EC 4.2.1.1 (carbonic anhydrase) inhibitor. It is a conjugate acid of an acetazolamide(1-). It derives from a hydride of a 1,3,4-thiadiazole. CC(=O)NC1=NN=C(S1)S(=O)(=O)N